C(C)(C)N(C(=O)C1=C(OC=2C(=NC=NC2)N2CC3(C2)CCN(CC3)CC3CCN(CC3)C)C=CC(=C1)F)C(C)C 4-((2-(5-(2-(diisopropylcarbamoyl)-4-fluorophenoxy)pyrimidin-4-yl)-2,7-diazaspiro[3.5]nonan-7-yl)methyl)-N-methylpiperidine